4-(((tert-butoxycarbonyl)amino)methyl)picolinic acid C(C)(C)(C)OC(=O)NCC1=CC(=NC=C1)C(=O)O